BrC=1C=C(C=CC1)NC(\C=C\C1=CNC2=CC=C(C=C12)F)=O (E)-N-(3-bromophenyl)-3-(5-fluoro-1H-indol-3-yl)acrylamide